N-(tert-butoxycarbonyl)aminopentanoic acid C(C)(C)(C)OC(=O)NC(C(=O)O)CCC